6-(2,6-diethylpyrimidin-4-yl)-6-methyl-5-oxo-5,6,7,8-tetrahydroquinolin C(C)C1=NC(=CC(=N1)C1(C(C=2C=CC=NC2CC1)=O)C)CC